Cl.FC1=C(C=CC(=C1)C(F)(F)F)N1CCNCC1 1-(2-Fluoro-4-(trifluoromethyl)phenyl)piperazine hydrochloride